2-bromo-3-hydroxy-6-methylisonicotinic acid BrC=1C(=C(C(=O)O)C=C(N1)C)O